C(C=C)N1N(C2=NC(=CC=C2C1=O)N)C 2-allyl-6-amino-1-methyl-1,2-dihydro-3H-pyrazolo[3,4-b]pyridin-3-one